4-phenylpyrrolidin C1(=CC=CC=C1)C1CCNC1